C(C=C)[N-]C#CC[Si](C)(C)C N-allyl-3-(trimethylsilyl)propynylamide